2-((R)-2-methylpyrrolidin-1-yl)-acetic acid C[C@H]1N(CCC1)CC(=O)O